C(C)OC(NC(NC1=NC=C(C=C1)N1CC(C1)OC)=S)=O N-([5-(3-methoxyazetidin-1-yl)pyridin-2-yl]thiocarbamoyl)carbamic acid ethyl ester